C1(CC1)N[C@@H](C(C)C)C(=O)O cyclopropylvaline